CN1[C@H]2CCC[C@H]1CC(C2)N exo-3-amino-9-methyl-9-azabicyclo[3.3.1]nonane